1-palmitoyl-2-arachidonoyl-sn-glycero-3-phosphoethanolamine C(CCCCCCCCCCCCCCC)(=O)OC[C@@H](OC(CCC\C=C/C\C=C/C\C=C/C\C=C/CCCCC)=O)COP(=O)(O)OCCN